1-[tert-butoxycarbonyl(methyl)amino]cyclopentanecarboxylic acid C(C)(C)(C)OC(=O)N(C1(CCCC1)C(=O)O)C